4-((2,4-dichloro-5-methoxyphenyl)amino)-7-((2-(2,6-dioxopiperidin-3-yl)-1-oxoisoindolin-5-yl)methoxy)-6-methoxyquinoline-3-carbonitrile ClC1=C(C=C(C(=C1)Cl)OC)NC1=C(C=NC2=CC(=C(C=C12)OC)OCC=1C=C2CN(C(C2=CC1)=O)C1C(NC(CC1)=O)=O)C#N